CN(C)C=O The molecule is a member of the class of formamides that is formamide in which the amino hydrogens are replaced by methyl groups. It has a role as a polar aprotic solvent and a hepatotoxic agent. It is a volatile organic compound and a member of formamides. It derives from a formamide.